N[C@H]1CC[C@H](CC1)OCC(C)(O)C 1-[(cis-4-aminocyclohexyl)oxy]-2-methylpropan-2-ol